Br[C@H]1O[C@@H](C[C@H]([C@H]1CC(=O)O)CC(=O)O)C(=O)OC.ON1C(C=C(C=C1C1(CCCCC1)C)C)=O 1-hydroxy-4-methyl-6-(methyl-cyclohexyl)2-pyridone (2R,3R,4S,6S)-2-bromo-6-(methoxycarbonyl)tetrahydro-2H-pyran-3,4-diyl-diacetate